4-(4-bromo-6-cyano-3-hydroxy-pyridin-2-yl)-4-oxo-butyric acid ethyl ester C(C)OC(CCC(=O)C1=NC(=CC(=C1O)Br)C#N)=O